methyl 3-((2-((S)-cycloheptyl(1-ethyl-1H-pyrazole-5-carboxamido)methyl)imidazo[1,2-b]pyridazin-6-yl)methyl)-5,5-difluoro-2-oxopiperidine-3-carboxylate C1(CCCCCC1)[C@@H](C=1N=C2N(N=C(C=C2)CC2(C(NCC(C2)(F)F)=O)C(=O)OC)C1)NC(=O)C1=CC=NN1CC